ClC1=C(C=CC=C1)C(C(C(=O)NC1=CC=C(C=C1)C=1C(=[N+](C=CC1C)[O-])C)NC(=O)C=1C(=NOC1)C)C 3-(4-(3-(2-chlorophenyl)-2-(3-methylisoxazole-4-carboxamido)butanamido)phenyl)-2,4-dimethylpyridine 1-oxide